N-(cyclohexylmethyl)-4-(3-ethyl-4-methyl-5-oxo-4,5-dihydro-1H-1,2,4-triazol-1-yl)-5-fluoro-2-[(2S)-pent-2-yloxy]benzamide C1(CCCCC1)CNC(C1=C(C=C(C(=C1)F)N1N=C(N(C1=O)C)CC)O[C@@H](C)CCC)=O